4-([2-[(2-hydroxyethyl)(methyl)amino]ethyl]amino)-3-methyl-1-(oxan-2-yl)pyrazolo[3,4-d]pyrimidin OCCN(CCNC1=C2C(=NC=N1)N(N=C2C)C2OCCCC2)C